N,5-dimethyl-5,6-dihydro-4H-cyclopenta[b]thiophen-5-amine hydrochloride Cl.CNC1(CC2=C(SC=C2)C1)C